trifluoromethyl trifluoromethanesulfonate (triflate) OS(=O)(=O)C(F)(F)F.FC(S(=O)(=O)OC(F)(F)F)(F)F